tert-butyl (3S,4R)-3-((4-(2-(tert-butoxy)-2-oxoethoxy)phenoxy)methyl)-4-(4-fluorophenyl)-piperidine-1-carboxylate C(C)(C)(C)OC(COC1=CC=C(OC[C@@H]2CN(CC[C@H]2C2=CC=C(C=C2)F)C(=O)OC(C)(C)C)C=C1)=O